ClC1=CC=C(C=N1)CNC(=O)C=1C=NC(=CC1)C1=CC=C(C=C1)N(C(CC)=O)C N-[(6-chloro-3-pyridyl)methyl]-6-[4-[methyl(propanoyl)amino]phenyl]pyridine-3-carboxamide